silylene-bis(2-methyl-4-isopropyl-inden-1-yl)hafnium [SiH2]=[Hf](C1C(=CC2=C(C=CC=C12)C(C)C)C)C1C(=CC2=C(C=CC=C12)C(C)C)C